C(C)N1N=C(C2=CC(=CC=C12)C#N)C(C1=CC=C(C=C1)O)=O 1-ethyl-3-(4-hydroxybenzoyl)-1H-indazole-5-carbonitrile